C(CCCCCCCCCCC)(=O)N.[Na] sodium dodecanoamide